2-((8-isopropyl-1-oxaspiro[4.5]decan-2-yl)oxy)ethane-1-ol C(C)(C)C1CCC2(CCC(O2)OCCO)CC1